N1N=NN=C1/C=C/CN1C(N(C=2N=C(NC(C12)=O)N)[C@@H]1O[C@@H]([C@H]([C@H]1O)F)CO)=O 7-((E)-3-(1H-Tetrazol-5-yl)allyl)-2-amino-9-((2R,3S,4S,5R)-4-fluoro-3-hydroxy-5-(hydroxymethyl)tetrahydrofuran-2-yl)-7,9-dihydro-1H-purine-6,8-dione